BrCC1=NN(C=C1)C(=O)OC(C)(C)C tert-butyl 3-(bromomethyl)-1H-pyrazole-1-carboxylate